O1C(OCC1)CC[C@@H](C(C)C)N1CC2(C1)CN(CC2)C=2N=CN=NC2OC2=C(C(=O)N(C(C)C)C(C)C)C=C(C=C2)F (S)-2-((5-(2-(1-(1,3-dioxolan-2-yl)-4-methylpentan-3-yl)-2,6-diazaspiro[3.4]octan-6-yl)-1,2,4-triazin-6-yl)oxy)-5-fluoro-N,N-diisopropylbenzamide